CC=1C=C2C(=C3CN(CC13)C(CC1CN(C1)C1=CC(=NC=C1)C(F)(F)F)=O)NN=N2 1-(5-methyl-6,8-dihydro-[1,2,3]triazolo[4,5-e]isoindol-7(1H)-yl)-2-(1-(2-(trifluoromethyl)pyridin-4-yl)azetidin-3-yl)ethan-1-one